FC=1C=C(C=CC1C1=C2CNC(C2=C(C=C1)C=1NC(=CN1)C)=O)NC(=O)NC1=C(C(=CC(=C1F)F)F)F 1-{3-fluoro-4-[7-(5-methyl-1H-imidazol-2-yl)-1-oxo-2,3-dihydro-1H-isoindol-4-yl]-phenyl}-3-(2,3,5,6-tetrafluoro-phenyl)-urea